2-(3,4-dichlorophenyl)-N3-(3,4-dichlorobenzyl)quinoxaline-2,3-diamine ClC=1C=C(C=CC1Cl)C1(NC2=CC=CC=C2N=C1NCC1=CC(=C(C=C1)Cl)Cl)N